(3S,6S,10aR)-2-benzyl-3,6-dibenzyl-8-isopentylhexahydropyrazino[1,2-d][1,4]diazepine-4,7(1H,6H)-dione C(C1=CC=CC=C1)N1C[C@@H]2N([C@H](C(N(CC2)CCC(C)C)=O)CC2=CC=CC=C2)C([C@@H]1CC1=CC=CC=C1)=O